6-(2-fluoro-4-(1-methyl-1H-pyrazol-3-yl)benzyl)-N-((1S,2S)-2-hydroxycyclopentyl)-5-oxo-5,6-dihydropyrido[3,4-b]pyrazine-8-carboxamide FC1=C(CN2C(C3=NC=CN=C3C(=C2)C(=O)N[C@@H]2[C@H](CCC2)O)=O)C=CC(=C1)C1=NN(C=C1)C